C(CCC)N 1-Butanamine